C(C(C)CCCCCCCCCC(=O)O)CCCCCCCCCC(=O)O.FC1=C(N)C=C(C=C1OCCOCCOCCOCCO[Si](C(C)(C)C)(C)C)C(F)(F)F 2-fluoro-3-[(2,2,3,3-tetramethyl-4,7,10,13-tetraoxa-3-silapentadecan-15-yl)oxy]-5-(trifluoromethyl)aniline propane-1,2-diyl-bis(decanoate)